4-(2,6-dioxopiperidin-3-yl)-3,4-dihydro-2H-benzo[b][1,4]oxazine-6-sulfonyl fluoride O=C1NC(CCC1N1C2=C(OCC1)C=CC(=C2)S(=O)(=O)F)=O